methyl 3-((dimethylamino) methylene)-4-oxocyclohexane-1-carboxylate CN(C)C=C1CC(CCC1=O)C(=O)OC